2-(piperidin-1-yl)pyridin N1(CCCCC1)C1=NC=CC=C1